4-isopropyl-2-(trifluoromethyl)aniline C(C)(C)C1=CC(=C(N)C=C1)C(F)(F)F